ClC1=C2C(=C(N=N1)NC1CN(CCC1)CC)CCC2 4-chloro-N-(1-ethyl-3-piperidyl)-6,7-dihydro-5H-cyclopenta[d]pyridazin-1-amine